(3S,4R,5R,6S)-1-[5-(2-biphenylylmethoxy)pentyl]-3,4,5,6-azepanetetrol C1(=C(C=CC=C1)COCCCCCN1C[C@@H]([C@H]([C@@H]([C@H](C1)O)O)O)O)C1=CC=CC=C1